O=C1NC(CCC1N1C(C2=CC=CC(=C2C1=O)N1CCN(CC1)CCC1=CC=C(C(=O)NC2=CC3=C(NC(=N3)CN3[C@H](CCC3)C)C=C2)C=C1)=O)=O 4-(2-(4-(2-(2,6-dioxopiperidin-3-yl)-1,3-dioxoisoindolin-4-yl)piperazin-1-yl)ethyl)-N-(2-(((S)-2-methylpyrrolidin-1-yl)methyl)-1H-benzo[d]imidazol-5-yl)benzamide